O1C2=C(OCC1)C=C(C=C2)O[C@@H]2[C@@H](CN(CC2)C=2C(=CC=1N(N2)C(C=CN1)=O)C)C 7-((3R,4S)-4-((2,3-dihydrobenzo[b][1,4]dioxin-6-yl)oxy)-3-methylpiperidin-1-yl)-8-methyl-4H-pyrimido[1,2-b]pyridazin-4-one